O1C(=CC=C1)CN1C(=NN=C1C1=CNC2=CC=CC=C12)SC1=CC=CC=C1 4-[[4-(2-Furylmethyl)-5-(1H-indol-3-yl)-1,2,4-triazol-3-yl]sulfanyl]-benzol